C1(=CC=CC=C1)OS(=O)(=O)C1=CC=C(C=C1)NC(C)=O phenyl-4-acetamidobenzenesulfonate